ClC1=CC=C(C=C1)C=1N=C(SC1)NC1=CC=C(C=C1)N(C)C N1-(4-(4-chlorophenyl)thiazol-2-yl)-N4,N4-dimethylbenzene-1,4-diamine